C1(CC1)CNC1=C2C(=NC=3C=C(C(=CC13)OC)OCCCN1CC(CC1)(O)C)CCC2 1-[3-({9-[(cyclopropylmethyl)amino]-7-methoxy-1H,2H,3H-cyclopenta[b]quinolin-6-yl}oxy)propyl]-3-methylpyrrolidin-3-ol